(2R,3R)-2-(2,4-difluorophenyl)-3-((2-phenyl-4-(pyridin-4-yl)butan-2-yl)disulfanyl)-1-(1H-1,2,4-triazol-1-yl)butan-2-ol FC1=C(C=CC(=C1)F)[C@@](CN1N=CN=C1)([C@@H](C)SSC(C)(CCC1=CC=NC=C1)C1=CC=CC=C1)O